6-(cyclopropylmethyl)-1,7-dihydro-4H-pyrazolo[3,4-d]Pyrimidin-4-one C1(CC1)CC1=NC(C2=C(N1)NN=C2)=O